7-amino-N-{2-[3-amino-4-(2-methoxy-2-methylpropoxy)pyrrolidin-1-yl]-5,6,7,8-tetrahydroquinolin-6-yl}-3-methylthieno[2,3-b]pyrazine-6-carboxamide NC1=C(SC2=NC(=CN=C21)C)C(=O)NC2CC=1C=CC(=NC1CC2)N2CC(C(C2)OCC(C)(C)OC)N